S1B=[C-]C=C1 thiaborolide